3-methyl-N-(5-(trans-3-(4-(trifluoromethyl)phenyl)cyclobutoxy)-1H-indol-3-yl)azetidine-3-carboxamide isotridecyl-acrylate C(CCCCCCCCCC(C)C)OC(C=C)=O.CC1(CNC1)C(=O)NC1=CNC2=CC=C(C=C12)O[C@@H]1C[C@H](C1)C1=CC=C(C=C1)C(F)(F)F